1-cyclobutyl-N-((R)-1-(3-(difluoromethyl)-2-fluorophenyl)ethyl)-4-(((1R,5s,8R)-3-methyl-3-azabicyclo[3.2.1]oct-8-yl)amino)-6-oxo-1,6-dihydropyridine-3-carboxamide C1(CCC1)N1C=C(C(=CC1=O)NC1[C@H]2CN(C[C@@H]1CC2)C)C(=O)N[C@H](C)C2=C(C(=CC=C2)C(F)F)F